[O-]CC.OC1=CC=C(C=C1)C(C)(C)C1=CC=C(C=C1)O bisphenol A ethoxide